COC=1C=C2CCN3[C@@H](C2=CC1OC)C[C@H]([C@@H](C3)CC(C)C)COC(CCC(C(=O)O)(C)C)=O 5-{[(2R,3S,11bR)-9,10-dimethoxy-3-(2-methylpropyl)-1H,2H,3H,4H,6H,7H,11bH-pyrido[2,1-a]isoquinolin-2-yl]methoxy}-2,2-dimethyl-5-oxopentanoic acid